N-(2,4-dichlorophenyl)-3-pyrazolidinone ClC1=C(C=CC(=C1)Cl)N1NC(CC1)=O